BrC1=C2C(=C3C(=NC(=NC3=C1)N1CC(C1)N(C)C)N1C[C@@H](N(CC1)C(=O)OC(C)(C)C)CC#N)OCCC2 tert-butyl (S)-4-(5-bromo-8-(3-(dimethylamino)azetidin-1-yl)-3,4-dihydro-2H-pyrano[2,3-f]quinazolin-10-yl)-2-(cyanomethyl)piperazine-1-carboxylate